3,5-difluoropyrazine FC=1C=NC=C(N1)F